COC1=CC=C(C=C1)NC(NCCC(=O)N(C)C(C(=O)N)C(C)C)=S 2-(3-(3-(4-methoxyphenyl)thioureido)-N-methylpropionamido)-3-methylbutanamide